FC1(CC2(C1)C[C@@H](N(CC2)CC2=C1C=CN(C1=C(C=C2OC)C)C(=O)OC(C)(C)C)C2=CC=C(C=C2)C(=O)OC)F |r| racemic-tert-butyl 4-((2,2-difluoro-6-(4-(methoxycarbonyl) phenyl)-7-azaspiro[3.5]non-7-yl) methyl)-5-methoxy-7-methyl-1H-indole-1-carboxylate